tert-butyl 4-[2-[4-hydroxy-1-[4-nitro-2-(trifluoromethyl)phenyl]-4-piperidyl]acetyl]piperazine-1-carboxylate OC1(CCN(CC1)C1=C(C=C(C=C1)[N+](=O)[O-])C(F)(F)F)CC(=O)N1CCN(CC1)C(=O)OC(C)(C)C